[Si](C)(C)(C(C)(C)C)OCCCC=1N=C(C(N(C1)CC1=CC=C(C=C1)OC)=O)N1CC(NCC1)=O 5-(3-((tert-butyldimethylsilyl)oxy)propyl)-1-(4-methoxybenzyl)-3-(3-oxopiperazin-1-yl)pyrazin-2(1H)-one